N-[3-chloro-4-(2-pyridylmethoxy)phenyl]-6-[(3R)-3-piperidyl]quinazolin-4-amine ClC=1C=C(C=CC1OCC1=NC=CC=C1)NC1=NC=NC2=CC=C(C=C12)[C@@H]1CNCCC1